4-((5-(2-(Difluoromethyl)phenyl)furan-2-yl)methylene-3-methyl-5-oxo-4,5-dihydro-1H-pyrazol-1-yl)benzoic acid FC(C1=C(C=CC=C1)C1=CC=C(O1)C=C1C(=NN(C1=O)C1=CC=C(C(=O)O)C=C1)C)F